C(=O)(O)[C@H](C)OC(=O)[C@H](C)OC(=O)[C@H](C)OC(=O)[C@H](C)OC(=O)[C@H](C)OC(=O)[C@H](C)OC(CCCCCCCCCCCCCCCCC)=O octadecanoic acid (S)-1-[(S)-1-((S)-1-{(S)-1-[(S)-1-((S)-1-carboxy-ethoxycarbonyl)-ethoxycarbonyl]-ethoxycarbonyl}-ethoxycarbonyl)-ethoxycarbonyl]-ethyl ester